diethoxyphenylmethylsilane C(C)O[SiH](CC1=CC=CC=C1)OCC